2-amino-N-(2-(2,4-dioxo-3,4-dihydropyrimidin-1(2H)-yl)ethyl)-5-methylbenzamide NC1=C(C(=O)NCCN2C(NC(C=C2)=O)=O)C=C(C=C1)C